BrC=1C=CC(=NC1)OC1CCN(CC1)C(=O)C1=C(C=CC(=C1)F)NC(CCC=1C=NC=CC1)=O N-(2-(4-((5-bromopyridin-2-yl)oxy)piperidine-1-carbonyl)-4-fluorophenyl)-3-(pyridin-3-yl)propanamide